FC1=CC2=C(NC(=N2)S)C(=C1F)F 5,6,7-trifluoro-1H-1,3-benzodiazole-2-thiol